2-(2-(dimethylamino)ethyl)-6-(pyridin-4-yl)pyridazin-3(2H)-one hydrochloride Cl.CN(CCN1N=C(C=CC1=O)C1=CC=NC=C1)C